FC1(OC2=C(O1)C=CC(=C2)C(C)OC=2C=C(C=CC2)N2N=C(C=1CCCC(C21)OC2=CC=C(C(=O)OC(C)(C)C)C=C2)C(F)(F)F)F tert-butyl 4-((1-(3-(1-(2,2-difluorobenzo[d][1,3]dioxol-5-yl) ethoxy) phenyl)-3-(trifluoromethyl)-4,5,6,7-tetrahydro-1H-indazol-7-yl)oxy)benzoate